1-[(8aR)-5-(5-Methyl-1H-indazol-4-yl)-8a,9,11,12-tetrahydropyrazino[2',1':3,4]-[1,4]oxazepino[5,6,7-de]quinazolin-10(8H)-yl]prop-2-en-1-one CC=1C(=C2C=NNC2=CC1)C=1C=C2C3=C(N=CN=C3C1)N1[C@@H](CO2)CN(CC1)C(C=C)=O